4-((3-bromo-5-(4,4-difluoropiperidin-1-carbonyl)pyridin-2-yl)amino)benzonitrile BrC=1C(=NC=C(C1)C(=O)N1CCC(CC1)(F)F)NC1=CC=C(C#N)C=C1